bis(4-aminobutyl) 3,3'-((2R,5S)-2,5-dimethylpiperazine-1,4-diyl)dipropionate C[C@H]1N(C[C@@H](N(C1)CCC(=O)OCCCCN)C)CCC(=O)OCCCCN